OC=1C=CC(=C2C(=CC=NC12)C1=CC=NN1C)[N+](=O)[O-] 8-hydroxy-4-(1-methyl-1H-pyrazol-5-yl)-5-nitroquinoline